hydroxycholestane CC(CCCC(C)C1CCC2C1(CCC3C2CCC4C3(CCCC4)C)C)CO